3-(((R)-3-(4-fluorophenethyl)-3-((R or S)-oxetan-2-yl)pyrrolidin-1-yl)methyl)pyridine FC1=CC=C(CC[C@@]2(CN(CC2)CC=2C=NC=CC2)[C@@H]2OCC2)C=C1 |o1:19|